Methyl 6-(2-chloro-4-(trifluoromethyl) phenyl)-3-ethynylpicolinate ClC1=C(C=CC(=C1)C(F)(F)F)C1=CC=C(C(=N1)C(=O)OC)C#C